N2-isopropyl-6-(6-(2,2,2-trifluoroethylamino)pyridin-2-yl)-N4-(2-(trifluoromethyl)pyridin-4-yl)-1,3,5-triazine-2,4-diamine C(C)(C)NC1=NC(=NC(=N1)NC1=CC(=NC=C1)C(F)(F)F)C1=NC(=CC=C1)NCC(F)(F)F